(2-(1H-indol-4-yl)-1H-imidazol-4-yl)(3,4,5-trimethoxyphenyl)methanone N1C=CC2=C(C=CC=C12)C=1NC=C(N1)C(=O)C1=CC(=C(C(=C1)OC)OC)OC